P(=S)(SCC(CCCC)CC)(OCC(CCCC)CC)[O-].[Zn+2].C(C)C(CSP(=S)(OCC(CCCC)CC)[O-])CCCC Zinc bis(2-ethylhexyl) dithiophosphate